Dimethyl 3-(4-fluorophenyl)-5-((triisopropylsilyl)ethynyl)-1H-pyrrole-2,4-dicarboxylate FC1=CC=C(C=C1)C1=C(NC(=C1C(=O)OC)C#C[Si](C(C)C)(C(C)C)C(C)C)C(=O)OC